C(C)(C)(C)OC(=O)N[C@@H](C(=O)O)C1CCC(CC1)O (R)-2-((tert-butoxycarbonyl)amino)-2-(4-hydroxycyclohexyl)acetic acid